(-)-(5-{[2-(4-isopropylphenyl)imidazo[1,2-a]pyridin-3-yl]methyl}-2,5-diazabicyclo[2.2.2]oct-2-yl)(6-methoxypyridin-2-yl)methanone C(C)(C)C1=CC=C(C=C1)C=1N=C2N(C=CC=C2)C1CN1C2CN(C(C1)CC2)C(=O)C2=NC(=CC=C2)OC